methyl 2-(5-(((tert-butoxycarbonyl)amino)methyl)-4'-cyclopropyl-6-hydroxy-6'-methoxy-[2,5'-bipyrimidin]-4-yl)acetate C(C)(C)(C)OC(=O)NCC=1C(=NC(=NC1O)C=1C(=NC=NC1OC)C1CC1)CC(=O)OC